C(C)NC1=CC2=C(C(N(N=C2C(C)C)C2(CC2)C(=O)NC2=NC=CC=N2)=O)S1 1-[2-(Ethylamino)-7-oxo-4-(propan-2-yl)-6H,7H-thieno[2,3-d]pyridazin-6-yl]-N-(pyrimidin-2-yl)cyclopropane-1-carboxamide